tert-butyl (R)-piperidine-2-carboxylate hydrochloride Cl.N1[C@H](CCCC1)C(=O)OC(C)(C)C